4-(1-(1-((2-(trimethylsilyl)ethoxy)methyl)-1H-imidazol-4-yl)ethyl)pyridine C[Si](CCOCN1C=NC(=C1)C(C)C1=CC=NC=C1)(C)C